NC1=NN2C(C=C(C=C2)C=2C(=NC(=C(C(=O)NCC=3C(=NC=CC3)OC3CCCC3)C2)OC)C)=N1 5-(2-amino-[1,2,4]triazolo[1,5-a]pyridin-7-yl)-N-((2-(cyclopentyloxy)pyridin-3-yl)methyl)-2-methoxy-6-methylnicotinamide